C(C1=CC=CC=C1)N1[C@H]2[C@@H](OCC1)CN(C2)C(=O)OC(C)(C)C (cis)-tert-butyl 4-benzylhexahydropyrrolo[3,4-b][1,4]oxazine-6(2H)-carboxylate